1-(3-phenylpropyl)-2-(tetrahydrofuran-3-yl)-1H-pyrrole-3-carboxylic acid C1(=CC=CC=C1)CCCN1C(=C(C=C1)C(=O)O)C1COCC1